C1(CC1)[C@@]1(C(NC(N1)=O)=O)CC(C(=O)N1CC2=CC(=C(C=C2C1)Cl)Cl)C (5R)-5-cyclopropyl-5-(3-(5,6-dichloroisoindolin-2-yl)-2-methyl-3-oxopropyl)imidazolidine-2,4-dione